(R)-2-aminobutanamide hydrochloride Cl.N[C@@H](C(=O)N)CC